[Cl-].[Cl-].C1(CCC1)=[Zr+2](C1C(=CC2=C(C(=C(C=C12)C)C)C1=CC=CC=C1)C=1SC(=CC1)C)C1C(=CC2=C(C(=C(C=C12)C)C)C1=CC=CC=C1)C=1SC(=CC1)C Cyclobutylidenebis[2-(5-methyl-2-thienyl)-4-phenyl-5,6-dimethyl-1-indenyl]zirconium dichloride